Natrium (S)-3-(3-(1,6-Dimethyl-4-oxido-2-oxo-1,2-dihydropyridin-3-yl)ureido)-3-(2',6'-dimethylbiphenyl-4-yl)propanoat CN1C(C(=C(C=C1C)[O-])NC(N[C@@H](CC(=O)[O-])C1=CC=C(C=C1)C1=C(C=CC=C1C)C)=O)=O.[Na+].[Na+]